ethyl 2-(chloromethyl)-1-((1-(fluoromethyl) cyclopropyl) methyl)-1H-benzo[d]imidazole-6-carboxylate ClCC1=NC2=C(N1CC1(CC1)CF)C=C(C=C2)C(=O)OCC